(4S)-1-(((3S)-1-((3-cyano-1-azetidinyl)sulfonyl)-3-piperidinyl)carbonyl)-4-fluoro-N-(3-(trifluoromethyl)benzyl)-D-prolinamide C(#N)C1CN(C1)S(=O)(=O)N1C[C@H](CCC1)C(=O)N1[C@H](C[C@@H](C1)F)C(=O)NCC1=CC(=CC=C1)C(F)(F)F